N,4-dimethyl-benzene-1-sulfonamide CNS(=O)(=O)C1=CC=C(C=C1)C